C(C)(C)(C)OC(=O)N1CCN(CC1)C=1C(=NC(=CC1C)N1CC=2C(=NC=CC2O1)C1=C(C=CC=C1OC)F)C 4-(6-(4-(2-fluoro-6-methoxyphenyl)-1-oxa-1,3-dihydro-2H-pyrrolo[3,4-c]pyridin-2-yl)-2,4-dimethylpyridin-3-yl)piperazine-1-carboxylic acid tert-butyl ester